tert-Butyl (1S,4S)-5-(4-((3-chloro-4-(1-cyanocyclobutyl)-2-fluorophenyl)amino)pyrido[3,2-d]pyrimidin-6-yl)-2,5-diazabicyclo[2.2.1]heptane-2-carboxylate ClC=1C(=C(C=CC1C1(CCC1)C#N)NC=1C2=C(N=CN1)C=CC(=N2)N2[C@@H]1CN([C@H](C2)C1)C(=O)OC(C)(C)C)F